5-(piperazine-1-carbonyl)-1H-pyrrole-2-carboxamide N1(CCNCC1)C(=O)C1=CC=C(N1)C(=O)N